2-ethoxy-4'-[3-(propane-2-sulfonylamino)-thiophen-2-yl]-biphenyl C(C)OC1=C(C=CC=C1)C1=CC=C(C=C1)C=1SC=CC1NS(=O)(=O)C(C)C